(R)-1-(7-benzyl-2-chloro-5,6,7,8-tetrahydropyrido[3,4-d]pyrimidin-4-yl)-3-methylpiperidin-3-ol C(C1=CC=CC=C1)N1CC=2N=C(N=C(C2CC1)N1C[C@@](CCC1)(O)C)Cl